(4-(4-bromo-3-fluorophenyl)oxazol-5-yl)methanol BrC1=C(C=C(C=C1)C=1N=COC1CO)F